C(C)(C)(C)OC(=O)N1[C@@H](CC(C[C@@H]1C)OCCO[C@@H]1CC[C@H](CC1)N)C.NC(C)C=1C(=C(C(=C(C1)Cl)C)C1CC(NC1)=O)OCC 4-(3-(1-aminoethyl)-5-chloro-2-ethoxy-6-methylphenyl)pyrrolidin-2-one (2R,4r,6S)-tert-butyl-4-(2-(((trans)-4-aminocyclohexyl)oxy)ethoxy)-2,6-dimethylpiperidine-1-carboxylate